COC(C(C(=O)OC)=CC1=CC=C(C=C1)N(C)C)=O (4-dimethylaminobenzylidene)-malonic acid dimethyl ester